2-(((4-chlorophenyl)thio)methyl)-5-hydroxy-4H-pyran-4-one ClC1=CC=C(C=C1)SCC=1OC=C(C(C1)=O)O